1-(4-benzhydrylpiperazin-1-yl)-2-(1H-imidazol-4-yl)ethan-1-one C(C1=CC=CC=C1)(C1=CC=CC=C1)N1CCN(CC1)C(CC=1N=CNC1)=O